C(C)(C)(C)C1=C(N=NC2=C1C1=C(CCN=CC1)N2)C2=C(C(=CC=C2)F)O tert-Butyl-3-(3-fluoro-2-hydroxyphenyl)5,8,9,10-tetrahydropyridazino[4',3':4,5]pyrrolo[2,3-d]azepine